4-[2-fluoro-1-(5-fluoro-2-pyridyl)ethoxy]-6-[5-methyl-1-(4-piperidyl)triazol-4-yl]pyrazolo[1,5-a]pyridine-3-carbonitrile Di-HCl Cl.Cl.FCC(OC=1C=2N(C=C(C1)C=1N=NN(C1C)C1CCNCC1)N=CC2C#N)C2=NC=C(C=C2)F